N1(N=CC=2C1=NC=CN2)C(=O)[O-] pyrazolo[3,4-b]pyrazine-1-carboxylate